4-[[3-[4-(difluoromethoxy)phenyl]imidazo[1,2-a]pyrazin-8-yl]amino]-2-(hydroxymethyl)-N-methylbenzamide FC(OC1=CC=C(C=C1)C1=CN=C2N1C=CN=C2NC2=CC(=C(C(=O)NC)C=C2)CO)F